C1=C(C=CC2=CC=CC=C12)C=1C=CC=2CC3=CC=C(C=C3C2C1)C1=CC2=CC=CC=C2C=C1 3,6-bis(naphthalen-2-yl)fluorene